oxygen phenoxypropionic acid O(C1=CC=CC=C1)C(C(=O)O)C.[O]